3-(3'-adamantan-1-yl-4'-hydroxyaminomethoxy-biphenyl-4-yl)-acrylic acid trifluoroacetate salt FC(C(=O)O)(F)F.C12(CC3CC(CC(C1)C3)C2)C=2C=C(C=CC2OCNO)C2=CC=C(C=C2)C=CC(=O)O